C(C)N(N1NC(=CC(=N1)S)S)CC 2-diethylamino-4,6-dimercaptotriazine